N-{4-[5-(4-Fluorophenyl)-3-methyl-2-methylsulfanyl-3H-imidazol-4-yl]-pyridin-2-yl}-acetamide FC1=CC=C(C=C1)C1=C(N(C(=N1)SC)C)C1=CC(=NC=C1)NC(C)=O